ClC([N+](C)(C)CCP(C1=CC=CC=C1)C1=CC=CC=C1)Cl dichloro(2-diphenylphosphinoethyl)Trimethyl-ammonium